1,3-dioxane-5-ol O1COCC(C1)O